(E)-2-methyl-3-(4-(2-fluoro-4-cyanophenyl)thiophen-2-yl)acrylamide C/C(/C(=O)N)=C\C=1SC=C(C1)C1=C(C=C(C=C1)C#N)F